4-([1,1'-biphenyl]-4-yl)-1H-indazole-3-amine C1(=CC=C(C=C1)C1=C2C(=NNC2=CC=C1)N)C1=CC=CC=C1